BrC1=CN=C(C(=N1)C(C(C(CC)=O)N1CCN([C@H]2CC[C@H]12)C(=O)OCCCC)=O)NCC1=CC=C(C=C1)OC butyl (1S,6S)-5-(1-(6-bromo-3-((4-methoxybenzyl)amino)pyrazin-2-yl)-1,3-dioxopentan-2-yl)-2,5-diazabicyclo[4.2.0]octane-2-carboxylate